(R)-7-(cyclopropyldifluoromethyl)-N-(1,1-dioxo-2,3-dihydrothiophen-3-yl)-2-oxo-1,2-dihydroquinoline-3-carboxamide C1(CC1)C(C1=CC=C2C=C(C(NC2=C1)=O)C(=O)N[C@H]1CS(C=C1)(=O)=O)(F)F